2-amino-7-isopropyl-5-oxo-5H-[1]benzopyran NC=1OC=2C(=CC1)C(C=C(C2)C(C)C)=O